N-(4-(2-(dimethylamino)ethoxy)-3-nitrophenyl)-4-(7-fluoro-1-methyl-1H-indol-3-yl)-5-methoxypyrimidin-2-amine CN(CCOC1=C(C=C(C=C1)NC1=NC=C(C(=N1)C1=CN(C2=C(C=CC=C12)F)C)OC)[N+](=O)[O-])C